ClC1=NC=C(C(=C1)NC1CCC(CC1)NC)C1=NN(C=C1)C(F)F (1s,4s)-N1-(2-Chloro-5-(1-(difluoromethyl)-1H-pyrazol-3-yl)pyridin-4-yl)-N4-methylcyclohexane-1,4-diamine